C(C1=CC=CC=C1)OCC1=NN(C(N1CC)=O)C=1C(=C(C(=O)NC=2C(=NC=CC2C)Cl)C=C(C1)F)C(=CO)C(C)C (3-((Benzyloxy)methyl)-4-ethyl-5-oxo-4,5-dihydro-1H-1,2,4-triazol-1-yl)-N-(2-chloro-4-methylpyridin-3-yl)-5-fluoro-2-(1-hydroxy-3-methylbut-1-en-2-yl)benzamide